N-(5-(2,6-Difluoro-4-methoxyphenyl)-2-(4-methoxy-6-((tetrahydrofuran-3-yl)methoxy)pyridin-2-yl)-1-methyl-3-oxo-2,3-dihydro-1H-pyrazol-4-yl)-4-(difluoromethoxy)benzamide FC1=C(C(=CC(=C1)OC)F)C1=C(C(N(N1C)C1=NC(=CC(=C1)OC)OCC1COCC1)=O)NC(C1=CC=C(C=C1)OC(F)F)=O